O=C1NC(CCC1C1=C(C=C(C=C1F)N1CC(C1)N(C(=O)OC1=C(C=C(C=C1C(C)(C)C)C)C(C)(C)C)CC1CC(C1)(F)F)F)=O 2,6-di-tert-butyl-p-cresol 1-(4-(2,6-dioxopiperidin-3-yl)-3,5-difluorophenyl)azetidin-3-yl-((3,3-difluorocyclobutyl)methyl)carbamate